C(C)N1C(C(=C(C(=C1)C)O)NC(N[C@@H](CC(=O)O)C=1C=C(C=CC1)C1=C(C=CC=C1)C)=O)=O (S)-3-(3-(1-ethyl-4-hydroxy-5-methyl-2-oxo-1,2-dihydropyridin-3-yl)ureido)-3-(2'-methyl-biphenyl-3-yl)propanoic acid